ClC=1C=CC(=C(C1)C1(CCN(CC1)C(=O)OC(C)(C)C)O)CCO tert-butyl 4-[5-chloro-2-(2-hydroxyethyl)phenyl]-4-hydroxy-piperidine-1-carboxylate